ClC1=CC(=C(OC(C(=O)N2[C@@H](CCC2)C2=CC=C(C=C2)C)(C)C)C=C1)F (S)-2-(4-chloro-2-fluorophenoxy)-2-methyl-1-(2-(p-tolyl)pyrrolidin-1-yl)propan-1-one